COCN1N=C(C=2CCC(CC12)C)C(=O)O (methoxymethyl)-6-methyl-4,5,6,7-tetrahydro-1H-indazole-3-carboxylic acid